2-Ethylsulfanyl-N-[(4-fluorophenyl)-methyl]-4-methyl-7-(trifluoromethyl)-[1,5]naphthyridine-3-carboxylic acid amide C(C)SC1=NC2=CC(=CN=C2C(=C1C(=O)NCC1=CC=C(C=C1)F)C)C(F)(F)F